OC1=C(C=C(C=C1)C(=O)OC)N1N=NC(=C1)C1=CC=C(C=N1)C=1C=NC(=CC1)C=1N=NN(C1)C1=C2C=CC=C(C2=CC=C1)C(=O)O 5-[4-(6'-{1-[2-hydroxy-5-(methoxycarbonyl)phenyl]-1H-1,2,3-triazol-4-yl}-[3,3'-bipyridine]-6-yl)-1H-1,2,3-triazol-1-yl]naphthalene-1-carboxylic acid